NC=1C2=C(N=CN1)N(C(=C2C2=CC(=C(C=C2)OC2=NC=CC(=N2)C)F)C2=CCC1(CCN(CC1)C(C=C)=O)CC2)C 1-(9-(4-amino-5-(3-fluoro-4-((4-methylpyrimidin-2-yl)oxy)phenyl)-7-methyl-7H-pyrrolo[2,3-d]pyrimidin-6-yl)-3-azaspiro[5.5]undec-8-en-3-yl)prop-2-en-1-one